(+/-)-5-Methyl-8-((3R,4S)-3-methyl-4-(4-(trifluoromethyl)phenoxy)piperidin-1-yl)-6-oxo-5,6-dihydro-1,5-naphthyridin-2-carboxamide CN1C=2C=CC(=NC2C(=CC1=O)N1C[C@H]([C@H](CC1)OC1=CC=C(C=C1)C(F)(F)F)C)C(=O)N |r|